BrC=1C=CC=2C(C3=CC(=CC=C3C2C1)Br)(CCCBr)CCCBr 3,7-dibromo-9,9-bis(3-bromopropyl)-9H-fluorene